7-{1-[(2-amino-9H-purin-6-yl)amino]ethyl}-6-(2-chlorophenyl)-3-methyl-5H-[1,3]thiazolo[3,2-a]pyrimidin-5-one Trifluoroacetic Acid Salt FC(C(=O)O)(F)F.NC1=NC(=C2N=CNC2=N1)NC(C)C=1N=C2N(C(C1C1=C(C=CC=C1)Cl)=O)C(=CS2)C